[Cl-].C[N+](CCOC(CCCCCCCCCCCCCCCCC)=O)(CCOC(CCCCCCCCCCCCCCCCC)=O)C Dimethylbis[2-[(1-oxooctadecyl)oxy]ethyl]ammonium chlorid